FC1=C(C=CC(=C1)F)C1(OC(=C(C1=O)O[Si](C)(C)C)N)C 2-(2,4-difluorophenyl)-2-methyl-4-trimethylsiloxy-5-amino-3(2H)-furanone